(R)-hexahydropyridazine-3-carboxylic acid methyl ester COC(=O)[C@@H]1NNCCC1